((4-Butylpiperazin-1-yl)methyl)-N-(4-methyl-3-(4-methyl-1H-imidazol-1-yl)phenyl)benzamide C(CCC)N1CCN(CC1)CC1=C(C(=O)NC2=CC(=C(C=C2)C)N2C=NC(=C2)C)C=CC=C1